4-[4-(4-tert-butylbenzoyl)phenylthiophenyl]phenyldiphenylsulfonium C(C)(C)(C)C1=CC=C(C(=O)C2=CC=C(C=C2)C2=C(SC=C2)C2=CC=C(C=C2)[S+](C2=CC=CC=C2)C2=CC=CC=C2)C=C1